2-(5-bromo-3-chloropyridin-2-yl)pyrimidine BrC=1C=C(C(=NC1)C1=NC=CC=N1)Cl